S-(furan-2-ylmethyl) thiopropionate C(CC)(=O)SCC=1OC=CC1